C(#N)C=1C=C(C=NC1OC1CC1)NC(=O)C1CC(C2=C1C=NC=1N2N=C(C1)F)(C)C N-(5-cyano-6-cyclopropoxypyridin-3-yl)-2-fluoro-8,8-dimethyl-7,8-dihydro-6H-cyclopenta[e]pyrazolo[1,5-a]pyrimidine-6-carboxamide